ClCC1=CC=C2C=C(N(C2=C1)C(=O)OC(C)(C)C)COC1OCCCC1 tert-butyl 6-(chloromethyl)-2-(tetrahydropyran-2-yloxymethyl)indole-1-carboxylate